{5-chloro-2-oxo-1H,4H-pyrido[3,4-d]pyrimidin-3-yl}acetic acid ClC1=CN=CC=2NC(N(CC21)CC(=O)O)=O